Bis-(4-hydroxyphenyl) vinylphosphite C(=C)P(OC1=CC=C(C=C1)O)(OC1=CC=C(C=C1)O)[O-]